N-(3-cyclopropylpyrazolo[1,5-a]pyrimidin-5-yl)-4-iodo-2-(6-azaspiro[2.5]oct-6-yl)benzamide C1(CC1)C=1C=NN2C1N=C(C=C2)NC(C2=C(C=C(C=C2)I)N2CCC1(CC1)CC2)=O